ClC1=NC=C(C(=C1)\C=C\[C@@H]1CC[C@H](CC1)C(F)(F)F)OC 2-chloro-5-methoxy-4-((E)-2-(trans-4-(trifluoromethyl)cyclohexyl)vinyl)pyridine